2-[(4-Chloropyrimidin-5-yl)oxy]-N-ethyl-5-fluoro-N-isopropylbenzamide ClC1=NC=NC=C1OC1=C(C(=O)N(C(C)C)CC)C=C(C=C1)F